ClC=1C=CC2=C(N=C(S2)C2CC3(CC(C3)NC(=O)C3=CC(=NC=C3)C(C)(S(=O)(=O)C)C)C2)C1 N-[6-(5-chloro-1,3-benzothiazol-2-yl)spiro[3.3]heptan-2-yl]-2-(1-methyl-1-methylsulfonylethyl)pyridine-4-carboxamide